tert-butyl-9-{1-[3,5-di-tert-butyl-2-(methoxymethoxy)phenyl]-2-methylprop-1-en-1-yl}-9,9a-dihydro-4aH-fluorene C(C)(C)(C)C1=CC=CC2C3=CC=CC=C3C(C12)C(=C(C)C)C1=C(C(=CC(=C1)C(C)(C)C)C(C)(C)C)OCOC